CO[Si](C)(C)C(C)(C)C Methoxy-tert-butyl-dimethyl-monosilane